C1(CCCCC1)P(CCNCCP(C1CCCCC1)C1CCCCC1)C1CCCCC1 Bis[2-(dicyclohexylphosphino)-ethyl]amine